C(C)(C)(C)OC(NC1(CCOCC1)C1=NC(=NC=C1)SC)=O (4-(2-(methylthio)pyrimidin-4-yl)tetrahydro-2H-pyran-4-yl)carbamic acid tert-butyl ester